2-[(3S)-3-(dimethylamino)pyrrolidin-1-yl]-7-(3-fluoro-4-methoxyphenyl)-4H-pyrido[1,2-a]pyrimidin-4-one CN([C@@H]1CN(CC1)C=1N=C2N(C(C1)=O)C=C(C=C2)C2=CC(=C(C=C2)OC)F)C